2-((1S,2R)-1-(2-chloro-5-fluorophenyl)-1-(1,3,5-trimethyl-1H-pyrazol-4-yl)propan-2-yl)-5-hydroxy-N-(isoxazol-4-yl)-1-methyl-6-oxo-1,6-dihydropyrimidine-4-carboxamide ClC1=C(C=C(C=C1)F)[C@@H]([C@@H](C)C=1N(C(C(=C(N1)C(=O)NC=1C=NOC1)O)=O)C)C=1C(=NN(C1C)C)C